C(C)N1C[C@@H](CCC1)NC=1C(NC(=NN1)C1=C(C=C(C=C1)C(F)(F)F)O)=O 6-[[(3R)-1-ethyl-3-piperidinyl]amino]-3-[2-hydroxy-4-(trifluoromethyl)phenyl]-4H-1,2,4-triazin-5-one